O[C@@H]([C@H](C(=O)O)C)CC1CC2(C1)CCC2 (2r,3r)-3-hydroxy-2-methyl-4-(spiro[3.3]heptane-2-yl)butyric acid